COC1=NC=CC(=C1C1=CC(=NN1)NC=1N=CC(=NC1)C#N)OCC1(CNC1)C 5-[(5-{2-Methoxy-4-[(3-methylazetidin-3-yl)methoxy]pyridin-3-yl}-1H-pyrazol-3-yl)amino]pyrazine-2-carbonitrile